(1R,3r)-3-((R)-(4-methyl-4H-1,2,4-triazol-3-yl)(3-(6-(((1-methylcyclobutyl)-amino)methyl)-1-oxo-4-(trifluoromethyl)isoindolin-2-yl)phenyl)methyl)cyclobutane-1-carbonitrile CN1C(=NN=C1)[C@H](C1CC(C1)C#N)C1=CC(=CC=C1)N1C(C2=CC(=CC(=C2C1)C(F)(F)F)CNC1(CCC1)C)=O